1-[4-(phenylthio)phenyl]octan-1-one C1(=CC=CC=C1)SC1=CC=C(C=C1)C(CCCCCCC)=O